FC(C=1C=C2CC[C@@H](C2=CC1)NC(C1=CC=C(C=C1)C1=C2C(=NC=C1)NC=C2)=O)F (S)-N-(5-(Difluoromethyl)-2,3-dihydro-1H-inden-1-yl)-4-(1H-pyrrolo[2,3-b]pyridin-4-yl)benzamide